ClC=1C=C(C=2N(N1)C=CN2)[C@@H]2[C@H](C2)C2=C(C=CC=C2)Cl 6-chloro-8-((1S,2S)-2-(2-chlorophenyl)cyclopropyl)imidazo[1,2-b]pyridazine